[Si](C)(C)(C(C)(C)C)OC[C@H]1N(CC(CC1)(C)O)C(=O)OCC1=CC=CC=C1 benzyl (2S)-2-(((tert-butyldimethylsilyl)oxy)methyl)-5-hydroxy-5-methylpiperidine-1-carboxylate